NC1=CC2=C(N=C(S2)NC(C)=O)C=C1 N-(6-aminobenzo[d]thiazol-2-yl)acetamide